ClC=1C2=C(C(N(C1)C1=CC(=CC=C1)C1(CC(C1)C)C1=NN=CN1C)=O)NC(=C2)CN2C[C@H](CCC2)C 4-chloro-6-(3-((1R,3S)-3-methyl-1-(4-methyl-4H-1,2,4-triazol-3-yl)cyclobutyl)phenyl)-2-(((S)-3-methylpiperidin-1-yl)methyl)-1,6-dihydro-7H-pyrrolo[2,3-c]pyridin-7-one